C(C)(C)(C)OC(=O)N1CC=2N(CC1)C(=CC2)C2=NN(C1=C2C=NC(=C1)Cl)[C@@H](C)CCO[Si](C)(C)C(C)(C)C (S)-6-(1-(4-((tert-Butyldimethylsilyl)oxy)butan-2-yl)-6-chloro-1H-pyrazolo[4,3-c]pyridin-3-yl)-3,4-dihydropyrrolo[1,2-a]pyrazine-2(1H)-carboxylic acid tert-butyl ester